(Z)-2-(2,5-dimethyl-1,1-dioxobenzisothiazol-3(2H)ylidene)-2-(thiophen-2-yl)acetic acid methyl ester COC(/C(/C=1SC=CC1)=C\1/N(S(C2=C1C=C(C=C2)C)(=O)=O)C)=O